FC(OC1=CC=C(CNC(C(=O)[C@H]2N(CCC2)C(CNC(=O)C2=CC=NC3=CC=C(C=C23)OCCCN2CCN(CC2)C(=O)OC(C)(C)C)=O)=O)C=C1)F tert-butyl (S)-4-(3-((4-((2-(2-(2-((4-(difluoromethoxy)benzyl)amino)-2-oxoacetyl)pyrrolidin-1-yl)-2-oxoethyl)carbamoyl)quinolin-6-yl)oxy)propyl)piperazine-1-carboxylate